C(CCC)[C@@]1([C@H](O)[C@H](O)[C@@H](CO)O1)N1C(=O)NC(=O)C=C1 butyluridine